FC1=C(C=CC(=C1)OC(F)(F)F)B(O)O [2-fluoro-4-(trifluoromethoxy)phenyl]boronic acid